N-(2-(4,4-difluorocyclohexyl)-4-(2,5-difluorophenyl)pyridin-3-yl)-2-(1-methylcyclobutoxy)pyrimidine-5-carboxamide FC1(CCC(CC1)C1=NC=CC(=C1NC(=O)C=1C=NC(=NC1)OC1(CCC1)C)C1=C(C=CC(=C1)F)F)F